tert-butyl 4-(tert-butylcarbamoyl)-4-methyl-piperidine-1-carboxylate C(C)(C)(C)NC(=O)C1(CCN(CC1)C(=O)OC(C)(C)C)C